C=CCC/C=C/C=C/CCC(=O)O 10-Undecatrienoic acid